N-(3-((4-((5-ethyl-2-methoxy-4-(4-(4-methylpiperazin-1-yl)piperidin-1-yl)phenyl)amino)-1,3,5-triazin-2-yl)amino)quinolin-4-yl)methanesulfonamide C(C)C=1C(=CC(=C(C1)NC1=NC(=NC=N1)NC=1C=NC2=CC=CC=C2C1NS(=O)(=O)C)OC)N1CCC(CC1)N1CCN(CC1)C